FC(C(O)C1=CNC2=CC=C(C=C12)OC)F 2,2-difluoro-1-(5-methoxy-1H-indol-3-yl)ethane-1-ol